[2-(pyrrolidin-1-yl)ethyl]benzamide N1(CCCC1)CCC1=C(C(=O)N)C=CC=C1